BrC=1C(=NC(=CC1)C1(CC1)C)OC 3-bromo-2-methoxy-6-(1-methylcyclopropyl)pyridin